N[C@H]1C2N(CC1CC2)C(=O)C2=CC1=C(N(C(=N1)C1=CC=3C(=NC(=CC3)C=3C=NC(=NC3)CO)N1CC1CC1)C)C(=C2)OC [5-(2-{5-[(7R)-7-amino-2-azabicyclo[2.2.1]heptane-2-carbonyl]-7-methoxy-1-methyl-1H-1,3-benzodiazol-2-yl}-1-(cyclopropylmethyl)-1H-pyrrolo[2,3-b]pyridin-6-yl)pyrimidin-2-yl]methanol